C(C(=C)C)(=O)OCC(CNC(C1=CC=CC=C1)C(=O)O)O N-(3-methacryloyloxy-2-hydroxypropyl)phenylglycine